1-[(2R,5S)-5-(hydroxymethyl)-2,5-dihydrofuran-2-yl]-5-methyl-1,2,3,4-tetrahydropyrimidine-2,4-dione OC[C@@H]1C=C[C@@H](O1)N1C(NC(C(=C1)C)=O)=O